4-Chlorophenyl 2,4,5-trichlorophenyl sulfide ClC1=C(C=C(C(=C1)Cl)Cl)SC1=CC=C(C=C1)Cl